C1(CCCCC1)CC1CCCCC1 hexa-hydroDIPHENYL-METHANE